N-[5-(aminomethyl)pyrimidin-2-yl]methanesulfonamide NCC=1C=NC(=NC1)NS(=O)(=O)C